CN(C)C trimethyl-amine